C[Si](N[Si](C)(C)C)(C)C.[Na] sodium hexamethyl-disilazane